N-(3,5-dibromophenyl)-1H-indazole-3-carboxamide BrC=1C=C(C=C(C1)Br)NC(=O)C1=NNC2=CC=CC=C12